FC=1C(=CC(=C(C#N)C1)C1=CC(=NO1)CN1C(C=2CCCCC2C=C1CCC)=O)OC 5-Fluoro-4-methoxy-2-(3-((1-oxo-3-propyl-5,6,7,8-tetrahydroisoquinolin-2(1H)-yl)methyl)isoxazol-5-yl)benzonitrile